BrC=1C=C(C(=NC1)OCCN(C(OC(C)(C)C)=O)CC(F)F)NS(=O)(=O)C tert-Butyl (2-((5-bromo-3-(methylsulfonamido) pyridin-2-yl)oxy)ethyl)(2,2-difluoroethyl)carbamate